2-(4-methyl-3-pentenyl)-1,4,4a,9a-tetrahydroanthraquinone CC(=CCCC=1CC2C(C3=CC=CC=C3C(C2CC1)=O)=O)C